4-methyl-2-[[3-[[7-(5-methyl-1,2,4-oxadiazol-3-yl)-1-isoquinolinyl]amino]cyclobutanecarbonyl]amino]thiazole-5-carboxylic acid tert-butyl ester C(C)(C)(C)OC(=O)C1=C(N=C(S1)NC(=O)C1CC(C1)NC1=NC=CC2=CC=C(C=C12)C1=NOC(=N1)C)C